CN1N=C(C=C1)CNC(=O)C1=C(C2=C(CC3(C4=CN(N=C24)CC2=NC=C(C=C2)C)CCC3)O1)C(F)(F)F N-[(1-methyl-1H-pyrazol-3-yl)methyl]-2'-[(5-methylpyridin-2-yl)methyl]-8'-(trifluoromethyl)-2',5'-dihydrospiro[cyclobutane-1,4'-furo[2,3-g]indazole]-7'-carboxamide